FC(OC1=C(C=O)C=CC(=C1)C1=NN(C(=C1)C)C=1C=NC(=C(C1)F)F)F 2-(difluoromethoxy)-4-[1-(5,6-difluoropyridin-3-yl)-5-methyl-1H-pyrazol-3-yl]benzaldehyde